(1H-benzo[d][1,2,3]triazol-1-yl)(6-chloro-2-(phenylamino)pyridin-3-yl)methanone N1(N=NC2=C1C=CC=C2)C(=O)C=2C(=NC(=CC2)Cl)NC2=CC=CC=C2